C(=O)(OC(C)(C)C)[C@@](C(=O)O)(CCCN=[N+]=[N-])N (S)-Boc-2-amino-5-azido-pentanoic acid